1-methyl-4-(3-((2-((3-methyl-1-(8-methyl-8-azabicyclo[3.2.1]octan-3-yl)-1H-pyrazol-4-yl)amino)-5-(trifluoromethyl)pyrimidin-4-yl)amino)propyl)-1,4-diazepan-5-one CN1CCN(C(CC1)=O)CCCNC1=NC(=NC=C1C(F)(F)F)NC=1C(=NN(C1)C1CC2CCC(C1)N2C)C